FC1(CCC(CC1)[C@@H](C(=O)NC1=NC=CC(=C1)CN1C(NC(C1=O)(C)C)=O)NC(OC(C)(C)C)=O)F Tert-butyl (S)-(1-(4,4-difluorocyclohexyl)-2-((4-((4,4-dimethyl-2,5-dioxoimidazolidin-1-yl)methyl)pyridin-2-yl)amino)-2-oxoethyl)carbamate